5-(4,7-Diazaspiro[2.5]octan-7-yl)-N-[(1R)-1-[3-(1,3-dimethylpyrazol-4-yl)-5-methoxy-phenyl]ethyl]-2-methyl-benzamide C1CC12NCCN(C2)C=2C=CC(=C(C(=O)N[C@H](C)C1=CC(=CC(=C1)OC)C=1C(=NN(C1)C)C)C2)C